C(C)[C@H]1COCCN1C1=CC(=CC(=N1)C1=CC=C2C(=N1)C=C(N2)CN(C(OC(C)(C)C)=O)C)C2(CCOCC2)S(=O)(=O)C tert-butyl (S)-((5-(6-(3-ethylmorpholino)-4-(4-(methylsulfonyl)tetrahydro-2H-pyran-4-yl)pyridin-2-yl)-1H-pyrrolo[3,2-b]pyridin-2-yl)methyl)(methyl)carbamate